C(C)(C)(C)OC(NC1=CC=C(C=C1)C1=NN=C(N1C)COC1=CC(=CC=C1)C(F)(F)F)=O N-[4-[4-methyl-5-[[3-(trifluoromethyl)phenoxy]methyl]-1,2,4-triazol-3-yl]phenyl]carbamic acid tert-butyl ester